C(C)(=O)OCC(C1=CC[C@H]2[C@@H]3CCC4=CC(C=C[C@]4(C)[C@H]3C(C[C@]12C)O)=O)=O 21-(Acetyloxy)-11-hydroxypregna-1,4,16-triene-3,20-dione